FCCN1N=CC2=CC(=CC=C12)N 1-(2-fluoroethyl)indazol-5-amine